(E,E)-2,4-dodecadien-1-ol C(\C=C\C=C\CCCCCCC)O